CC=1N(C=C(N1)C)CC1=CC(=C2CCN(C(C2=C1)=O)[C@@H](C)C1=NC=C(C#N)C(=C1)OCC)C=1C(=NN(C1)CCO)C (S)-6-(1-(7-((2,4-dimethyl-1H-imidazol-1-yl)methyl)-5-(1-(2-hydroxyethyl)-3-methyl-1H-pyrazol-4-yl)-1-oxo-3,4-dihydroisoquinolin-2(1H)-yl)ethyl)-4-ethoxynicotinonitrile